C(=O)(OCC1C2=CC=CC=C2C2=CC=CC=C12)C(C(=O)O)OCC(CCCCCCCCCC)N fmoc-5-amino-3-oxapentadecanoic acid